(r)-4-[(S)-1-hydroxyethyl]-1-[(S)-1-(4-methoxyphenyl)-ethyl]-pyrrolidin-2-one O[C@@H](C)[C@@H]1CC(N(C1)[C@@H](C)C1=CC=C(C=C1)OC)=O